4,5,6,7-tetrahydro-1H-indazol-7-ol N1N=CC=2CCCC(C12)O